COC1=CC=C(C=C1)C1[C@H](C[C@@H](N(CC1)C(=O)OC(C)(C)C)C)C(=O)OCC |&1:11| 1-tert-butyl 4-ethyl (4S,SR)-5-(4-methoxyphenyl)-2-methylazepane-1,4-dicarboxylate